CC1(CC(C1)C(=O)NCC1=CN=C(N=N1)SC)C 3,3-dimethyl-N-{[3-(methylsulfanyl)-1,2,4-triazin-6-yl]methyl}cyclobutane-1-carboxamide